OC[C@H]1C[C@H](C1)NC1=NC=C(C=N1)C(=O)N ((cis-3-(hydroxymethyl)cyclobutyl)amino)pyrimidine-5-formamide